S(=O)(=O)([O-])[O-].[NH4+].[Ca+2].[Ca+2] Dicalcium ammonium sulfate